Cl.CN1[C@@H](CCC1)CC(=O)O (S)-2-(1-methylpyrrolidin-2-yl)acetic acid hydrochloride